5-(3-cyclopropylphenoxy)-N-[1-[(2,4-dichlorophenyl)methyl]-2-(1,3-dioxoisoindolin-2-yl)oxy-ethyl]-2-methyl-3-oxo-pyridazine-4-carboxamide C1(CC1)C=1C=C(OC2=C(C(N(N=C2)C)=O)C(=O)NC(CON2C(C3=CC=CC=C3C2=O)=O)CC2=C(C=C(C=C2)Cl)Cl)C=CC1